1-(tert-Butoxycarbonyl)-2-carboxy-3a-hydroxy-5-acetoxy-1,2,3,3a,8,8a-hexahydropyrrolo[2,3-b]indole C(C)(C)(C)OC(=O)N1C(CC2(C1NC1=CC=C(C=C21)OC(C)=O)O)C(=O)O